C(C)C1=CC=CC(=N1)N1C(C2=CC=CC(=C2C1)C(F)(F)F)=O (6-ethylpyridin-2-yl)-4-(trifluoromethyl)isoindolin-1-one